(6-(3-chlorobenzyl)pyridazin-3-yl)-1-methyl-6-oxo-1,4,5,6-tetrahydropyridazine-3-carboxamide ClC=1C=C(CC2=CC=C(N=N2)C2C(=NN(C(C2)=O)C)C(=O)N)C=CC1